2-cyclohexyl-2-(3-methylpentyl)-1-ethoxy-3-methoxypropane C1(CCCCC1)C(COCC)(COC)CCC(CC)C